NC1=C(C=C(C(=N1)F)C1=NC(=C(C=C1)N1CCOCC1)CN(C)C)C=1C=C2CCNC(C2=CC1)=O 6-(6'-amino-6-((dimethylamino)methyl)-2'-fluoro-5-morpholino-[2,3'-bipyridin]-5'-yl)-3,4-dihydroisoquinolin-1(2H)-one